N=C1N(C(CN1)C)CC(=O)O 2-(2-imino-5-methyl-imidazolidin-1-yl)acetic acid